tert-Butyl (S)-6-diazo-2-(2-(dimethylamino)acetamido)-5-oxohexanoate [N+](=[N-])=CC(CC[C@@H](C(=O)OC(C)(C)C)NC(CN(C)C)=O)=O